BrC1=CC=C(/C(=N/C2=CC=CC=C2)/C#N)C=C1 (Z)-4-bromo-N-phenylbenzimidoyl cyanide